BrC1=CC=2C(N=C1)=NN(C2Cl)C(C)(C)C 5-bromo-2-tert-butyl-3-chloro-pyrazolo[3,4-b]pyridine